(R)-N-((3-CYANO-4-(((R)-4-(DIMETHYLAMINO)-1-(4-FLUOROPHENOXY)BUTAN-2-YL)OXY)-5-FLUOROPHENYL)SULFONYL)-2-METHYLTETRAHYDRO-2H-PYRAN-2-CARBOXAMIDE C(#N)C=1C=C(C=C(C1O[C@@H](COC1=CC=C(C=C1)F)CCN(C)C)F)S(=O)(=O)NC(=O)[C@@]1(OCCCC1)C